BrC1=C(C(=C(C=C1)CO)CO)F (4-Bromo-3-fluoro-1,2-phenylene)dimethanol